BrC1=CC(N(C=C1)C1CCN(CC1)C(=O)OC(C)(C)C)=O tert-butyl 4-(4-bromo-2-oxopyridin-1(2H)-yl)piperidine-1-carboxylate